N-((R)-cyclopropyl(2-fluoro-4-(trifluoromethyl)phenyl)methyl)-1-(3-(ethylsulfonyl)benzoyl)-D-prolinamide C1(CC1)[C@@H](NC([C@@H]1N(CCC1)C(C1=CC(=CC=C1)S(=O)(=O)CC)=O)=O)C1=C(C=C(C=C1)C(F)(F)F)F